NC=1C2=C(N=CN1)N(C=C2C2=C1C=CC=NC1=C(C=C2)NC(=O)NC2=CC(=NO2)C2(CC2)C(F)(F)F)C2CC2 1-(5-(4-amino-7-cyclopropyl-7H-pyrrolo[2,3-d]pyrimidin-5-yl)quinolin-8-yl)-3-(3-(1-(trifluoromethyl)cyclopropyl)-isoxazol-5-yl)urea